O=C(C(=O)NCC(=O)OC(C)(C)C)[C@H]1N(CCC1)C(CNC(=O)C1=CC=NC2=CC=CC=C12)=O tert-Butyl (S)-(2-oxo-2-(1-((quinoline-4-carbonyl)glycyl)pyrrolidin-2-yl)acetyl)glycinate